CC1=C(C(=C(C(=C1C)O)C)C)CC1=C(C(=C(C(=C1C)C)O)C)C bis(2,3,5,6-tetramethyl-4-hydroxyphenyl)methane